6-(2,4-difluorophenoxy)-8-methyl-2-(methylthio)pyrido[2,3-d]pyrimidin-7(8H)-one FC1=C(OC2=CC3=C(N=C(N=C3)SC)N(C2=O)C)C=CC(=C1)F